C(C)N1N=C(C=C1C(=O)NC1=NC2=C(N1C)C(=CC(=C2)C(=O)N)O)C 2-[(2-ethyl-5-methyl-pyrazole-3-carbonyl)amino]-7-hydroxy-1-methyl-benzimidazole-5-carboxamide